OC=1C=C(C(=O)O)C=CC1O.NC=1C=C(C=CC1)S(=O)(=O)NC(C)(C)C 3-amino-N-(2-methylpropan-2-yl)benzenesulfonamide 3,4-Dihydroxybenzoate